CN(CCCS(=O)(=O)O)CCC[Si](OC)(OC)OC 3-(methyl-(3-(trimethoxysilyl)propyl)amino)propan-1-sulfonic acid